COC1=C(C=CC(=C1)OC)CC(C(=O)OCC)NC=O 3-(2,4-dimethoxy-phenyl)-2-formylaminopropionic acid, ethyl ester